1-(3-Methoxy-6-methylpyridin-2-yl)piperazine COC=1C(=NC(=CC1)C)N1CCNCC1